(Z)-3-hydroxy-1-[3-[(4-methoxyphenyl)methylamino]-6-methyl-thieno[2,3-b]pyrazin-2-yl]pent-2-en-1-one O\C(=C/C(=O)C=1N=C2C(=NC1NCC1=CC=C(C=C1)OC)SC(=C2)C)\CC